C1(CC1)CC=1N=NN(C1)CC1=C(SC(=C1)F)C1=CC=C(C(=N1)C)O[C@@H]1C[C@H](CCC1)C(=O)O (1S,3S)-3-((6-(3-((4-(cyclopropylmethyl)-1H-1,2,3-triazol-1-yl)methyl)-5-fluorothiophen-2-yl)-2-methylpyridin-3-yl)oxy)cyclohexanecarboxylic acid